ClC1=NC(=CC(=C1CO)I)Cl (2,6-dichloro-4-iodo-3-pyridinyl)methanol